The molecule is a member of the class of guanidines isolated from the culture mycelium of the fungal strain Aphanoascus fulvescens and has been shown to exhibit inhibitory activity against cathepsin B and L. It has a role as a cathepsin B inhibitor, a cathepsin L (EC 3.4.22.15) inhibitor and a fungal metabolite. It is an epoxide, a member of guanidines, a monocarboxylic acid, a member of imidazoles and a dicarboxylic acid monoamide. CC(C)C[C@@H](C(=O)NCCCC1=CN=C(N1)N)NC(=O)[C@@H]2[C@H](O2)C(=O)O